7,7-difluoro-1-(pyrazin-2-yl)-4,5,6,7-tetrahydro-1H-indazole-3-carboxylic acid FC1(CCCC=2C(=NN(C12)C1=NC=CN=C1)C(=O)O)F